4-Chloro-2-(methylthio)-5,6',7',8-tetrahydro-5'H-spiro[pyrano[4,3-d]pyrimidine-7,8'-quinoline] ClC=1C2=C(N=C(N1)SC)CC1(CCCC=3C=CC=NC13)OC2